2-(methylthio)-5,6-dihydropyrimidine-1(4H)-carboxylic acid tert-butyl ester C(C)(C)(C)OC(=O)N1C(=NCCC1)SC